1-Dodecyl-4-Methylpiperidinium cyanid dimethyl-5-[3-[(1-tert-butoxycarbonyl-4-piperidyl)methylamino]cyclobutoxy]-3-methoxy-benzene-1,2-dicarboxylate COC(=O)C=1C(=C(C=C(C1)OC1CC(C1)NCC1CCN(CC1)C(=O)OC(C)(C)C)OC)C(=O)OC.[C-]#N.C(CCCCCCCCCCC)[NH+]1CCC(CC1)C